CC1=NN(C2=CC=C(C=C12)B1OC(C(O1)(C)C)(C)C)C(=O)OC(C)(C)C tert-butyl 3-methyl-5-(4,4,5,5-tetramethyl-1,3,2-dioxaborolan-2-yl)indazole-1-carboxylate